ClC1=NC=C(C(=C1)C1=C(C=NC(=C1)C)C(=O)NC=1SC2=C(C=NC(=C2)C=2C(=NOC2C)C)N1)OC 2'-chloro-N-(6-(3,5-dimethylisooxazol-4-yl)thiazolo[4,5-c]pyridin-2-yl)-5'-methoxy-6-methyl-[4,4'-bipyridine]-3-carboxamide